N-Propargyl-3-amino-8-(2-fluoro-6-methoxyphenyl)imidazo[1,2-a]pyridine-2-carboxamide C(C#C)NC(=O)C=1N=C2N(C=CC=C2C2=C(C=CC=C2OC)F)C1N